[1-(4-bromopyridin-2-yl)-3-(dimethylamino)propyl]-5-(6-ethoxypyrazin-2-yl)-1,3-thiazole-2-carboxamide BrC1=CC(=NC=C1)C(CCN(C)C)C=1N=C(SC1C1=NC(=CN=C1)OCC)C(=O)N